(S)-3-methyl-6-heptadecenol C[C@H](CCO)CCC=CCCCCCCCCCC